(S)-1-(3-(4-amino-3-((2-isopropylbenzo[d]oxazol-5-yl)ethynyl)-1H-pyrazolo[3,4-d]pyrimidin-1-yl)pyrrolidin-1-yl)prop-2-en-1-one NC1=C2C(=NC=N1)N(N=C2C#CC=2C=CC1=C(N=C(O1)C(C)C)C2)[C@@H]2CN(CC2)C(C=C)=O